t-pentanethiol Ethyl-1-((6-fluoropyridin-3-yl)methyl)-1H-pyrazole-4-carboxylate C(C)C1=NN(C=C1C(=O)O)CC=1C=NC(=CC1)F.C(C)(C)(CC)S